FC1=CC=C(C=N1)C[C@@H]1C(N(CCC1)C1=NC(=NN1COCC[Si](C)(C)C)C1=CN=NC=C1C)=O |r| racemic-3-((6-fluoropyridin-3-yl)methyl)-1-(3-(5-methylpyridazin-4-yl)-1-((2-(trimethylsilyl)ethoxy)methyl)-1H-1,2,4-triazol-5-yl)piperidin-2-one